2-[3-methoxy-4-(1H-pyrazol-4-yl)phenyl]8-(1-methyl-1H-indazole-5-Carbonyl)-2,8-diazaspiro[4.5]Decan-1-one COC=1C=C(C=CC1C=1C=NNC1)N1C(C2(CC1)CCN(CC2)C(=O)C=2C=C1C=NN(C1=CC2)C)=O